5-(N,N-dimethylsulfamoyl)-2-ethoxy-4-((8,8,8-trifluorooctyl)amino)benzoic acid CN(S(=O)(=O)C=1C(=CC(=C(C(=O)O)C1)OCC)NCCCCCCCC(F)(F)F)C